BrCC(C(=O)OC)(F)F Methyl 3-bromo-2,2-difluoropropionate